FC=1C=C(C=2C=CC(NC2C1)=O)C#N 7-fluoro-2-oxo-1,2-dihydroquinoline-5-carbonitrile